((1H-pyrrolo[3,2-c]pyridin-2-yl)methyl)-2-(3-methyl-4-((3-phenylpropyl)amino)-[1,1'-biphenyl]-2-yl)acetamide N1C(=CC=2C=NC=CC21)CC(C(=O)N)C2=C(C=CC(=C2C)NCCCC2=CC=CC=C2)C2=CC=CC=C2